O=C1NC(CCC1N1C(N(C2=C1C=CC(=C2)CC2CCC(CC2)CC(=O)O)C)=O)=O [(1S,4S)-4-[[1-(2,6-dioxopiperidin-3-yl)-3-methyl-2-oxo-1,3-benzodiazol-5-yl]methyl]cyclohexyl]acetic acid